S1N=C(C2=C1C=CC=C2)C(=O)NC=2N=C(N1C2[C@@H](NC(C1)=O)C1=C(C=CC(=C1)F)Cl)C(=O)O (S)-1-(benzo[d]isothiazole-3-carboxamido)-8-(2-chloro-5-fluorophenyl)-6-oxo-5,6,7,8-tetrahydroimidazo[1,5-a]pyrazine-3-carboxylic acid